N1=C(N=CC=C1)NC(C1=CC=CC=C1)=O N-(pyrimidin-2-yl)benzamide